4-(2-methylpropyl)-1H-pyrazole CC(CC=1C=NNC1)C